N[C@@H]1C2=CC=CC=C2CC12CCN(CC2)C=2NC(C1=C(N2)NN=C1C(=C)C1=CC(=CC=C1)F)=O (S)-6-(1-amino-1,3-dihydro-spiro[inden-2,4'-piperidin]-1'-yl)-3-(1-(3-fluorophenyl)vinyl)-1H-pyrazolo[3,4-d]pyrimidin-4(5H)-one